C(C)(C)(C)OC(=O)N(C1CCN(CC1)C1=C2C=NN(C2=C(C=C1)C(=O)OC)COCC[Si](C)(C)C)CC methyl 4-(4-[(tert-butoxycarbonyl)(ethyl)amino]piperidin-1-yl)-1-([2-(trimethylsilyl)ethoxy]methyl)indazole-7-carboxylate